(E)-4-((2-butylbenzo[d]oxazol-6-yl)oxy)-3-fluorobut-2-en-1-amine C(CCC)C=1OC2=C(N1)C=CC(=C2)OC\C(=C/CN)\F